C(C)(C)(C)OC(=O)N[C@H](C(=O)O)C1CCCCCC1 (2S)-2-{[(tert-butoxy)carbonyl]amino}-2-cycloheptylacetic acid